3-[4-(diphenylamino)benzoyl]-4-hydroxy-2H-chromen C1(=CC=CC=C1)N(C1=CC=C(C(=O)C=2COC3=CC=CC=C3C2O)C=C1)C1=CC=CC=C1